(E)-(3-(3-(naphthalen-2-yl)-1-phenyl-1H-pyrazol-4-yl)acryloyl)-L-leucine C1=C(C=CC2=CC=CC=C12)C1=NN(C=C1/C=C/C(=O)N[C@@H](CC(C)C)C(=O)O)C1=CC=CC=C1